benzyl-paraben (benzyl p-hydroxybenzoate) C(C1=CC=CC=C1)C1=C(C(=O)O)C=CC(=C1)O.C(C1=CC=CC=C1)OC(=O)C1=CC=C(O)C=C1